menthanecarboxylic acid-N-tert-butyl amide C(C)(C)(C)NC(=O)C1CC(CCC1C(C)C)C